COC(C1=C(C=CC(=C1)Br)C)=O 2-Methyl-5-bromobenzoic acid methyl ester